O=C1N(CCC(N1)=O)C1=C(C=C(C=C1)C#CCCCCCC(=O)O)C 8-(4-(2,4-dioxotetrahydropyrimidin-1(2H)-yl)-3-methylphenyl)-oct-7-ynoic acid